BrC1=C(C=C2C(=CN(C2=C1)CC(C)(C)C)C(C)=O)F 1-[6-bromo-1-(2,2-dimethylpropyl)-5-fluoro-indol-3-yl]ethanone